C(C=C)(=O)N1[C@@H]2CN([C@H](C1)C2)C=2C1=C(N(C(N2)=O)C2=C(C=CC=C2)C(C)C)N=C(C(=C1)Cl)C1=C(C=CC=C1O)F 4-((1S,4S)-5-acryloyl-2,5-diazabicyclo[2.2.1]heptan-2-yl)-6-chloro-7-(2-fluoro-6-hydroxyphenyl)-1-(2-isopropylphenyl)pyrido[2,3-d]pyrimidin-2(1H)-one